N[C@@H](C(C)C)C(=O)N1CC(C1)NC=1C=CC(=C(C(=O)N[C@H](C)C2=CC(=CC=C2)C=2SC(=CC2)CN[C@@H]2C[C@@H](CC2)O)C1)C 5-((1-(L-valyl)azetidin-3-yl)amino)-N-((R)-1-(3-(5-((((1S,3R)-3-hydroxycyclopentyl)amino)methyl)thiophen-2-yl)phenyl)ethyl)-2-methylbenzamide